8-chloro-1-cyclopropyl-3,3,5-trimethyl-pyrrolo[3,2-g]phthalazin-2-one ClC1=NN=C(C2=CC3=C(C=C12)N(C(C3(C)C)=O)C3CC3)C